2-[1-[2-cyano-4-(2,4-dioxohexahydropyrimidin-1-yl)phenyl]-4-hydroxy-4-piperidinyl]acetic acid hydrochloride Cl.C(#N)C1=C(C=CC(=C1)N1C(NC(CC1)=O)=O)N1CCC(CC1)(O)CC(=O)O